tris(octylphenyl)sulfonium C(CCCCCCC)C1=C(C=CC=C1)[S+](C1=C(C=CC=C1)CCCCCCCC)C1=C(C=CC=C1)CCCCCCCC